1-(5-{[(4-fluorophenyl)methyl]sulfanyl}-3-[5-hydroxy-2-methyl-1-(pyrrolidine-1-sulfonyl)pyrrolidin-3-yl]-4-methyl-1H-pyrazol-1-yl)-3-methoxy-2,2-dimethylpropan-1-one FC1=CC=C(C=C1)CSC1=C(C(=NN1C(C(COC)(C)C)=O)C1C(N(C(C1)O)S(=O)(=O)N1CCCC1)C)C